4-amino-6-(3-(3-cyclopropylureido)prop-1-yn-1-yl)-N-(4-(methoxymethyl)phenyl)-7-(1-methylcyclopropyl)-7H-pyrrolo[2,3-d]pyrimidine-5-carboxamide NC=1C2=C(N=CN1)N(C(=C2C(=O)NC2=CC=C(C=C2)COC)C#CCNC(=O)NC2CC2)C2(CC2)C